rel-(2s,3r,5s)-4-[[3-(3,4-difluoro-2-methoxy-phenyl)-5-(trifluoromethyl)tetrahydrofuran-2-carbonyl]amino]pyridine-2-carboxamide 5,8-dihydropyrido[3,4-d]pyrimidine-7(6H)-carboxylate N1=CN=CC2=C1CN(CC2)C(=O)O.FC=2C(=C(C=CC2F)[C@@H]2[C@H](O[C@@H](C2)C(F)(F)F)C(=O)NC2=CC(=NC=C2)C(=O)N)OC |o1:21,22,24|